COC1=C(C=NC(=C1)N1N=CC(=N1)CN1C[C@@H](N[C@@H](C1)C=1C(=C2COC(C2=CC1)=O)C)C)C#N 4-methoxy-6-(4-(((3s,5r)-3-methyl-5-(4-methyl-1-oxo-1,3-dihydroisobenzofuran-5-yl)piperazin-1-yl)methyl)-2H-1,2,3-triazol-2-yl)pyridine-3-carbonitrile